3-cyclopropyl-3-hydroxy-2-(((4-nitrophenyl)sulfonyl)oxy)propanoate C1(CC1)C(C(C(=O)[O-])OS(=O)(=O)C1=CC=C(C=C1)[N+](=O)[O-])O